C1(CCCCC1)CN1N=CC(=C1)C=1C(=NC(=CC1)C)C1=CC=C2C=C(N=NC2=C1)OC 7-{3-[1-(cyclohexylmethyl)-1H-pyrazol-4-yl]-6-methylpyridin-2-yl}-3-methoxycinnoline